2-(azetidin-3-ylamino)quinoline N1CC(C1)NC1=NC2=CC=CC=C2C=C1